2-methyl-6-(((S)-tetrahydrofurane-3-yl)oxy)pyrido[2,3-d]pyrimidine CC=1N=CC2=C(N1)N=CC(=C2)O[C@@H]2COCC2